CS(=O)(=O)OC(CCCCCCCC(=O)OC(CCCCCCCC)CCCCCCCC)CCCCCCCCC Heptadecan-9-Yl 9-((Methylsulfonyl)Oxy)Octadecanoate